tert-Butyl 4-(2-((3-(2,6-bis(benzyloxy)pyridin-3-yl)-1-methyl-1H-indazol-6-yl)oxy)ethyl)piperazine-1-carboxylate C(C1=CC=CC=C1)OC1=NC(=CC=C1C1=NN(C2=CC(=CC=C12)OCCN1CCN(CC1)C(=O)OC(C)(C)C)C)OCC1=CC=CC=C1